6-(3-aminoazetidin-1-yl)-N-[4-(2,2-dimethylpropoxy)phenyl]pyrido[3,2-d]pyrimidin-4-amine NC1CN(C1)C=1C=CC=2N=CN=C(C2N1)NC1=CC=C(C=C1)OCC(C)(C)C